tert-butyl 2,2-difluoro-3-(hydroxymethyl)bicyclo[1.1.1]pentane-1-carboxylate FC1(C2(CC1(C2)CO)C(=O)OC(C)(C)C)F